(4-amino-7-fluoro-1,3-dihydrofuro[3,4-c]quinolin-8-yl)((3S)-3-(6-(difluoromethoxy)-3-pyridinyl)-4-morpholinyl)methanone NC1=NC=2C=C(C(=CC2C2=C1COC2)C(=O)N2[C@H](COCC2)C=2C=NC(=CC2)OC(F)F)F